OC1=C(C=CC=2C=CC(OC21)(C)C)C(C)=O 1-(8-hydroxy-2,2-dimethyl-2H-benzopyran-7-yl)-ethanone